diaminopropyl-Diethoxysilane NC(CC[SiH](OCC)OCC)N